N1(CCOCC1)C1CCC(CC1)N1N=C(C(=C1)C1=C(N=C(O1)C=1C=NNC1)C(=O)N)C1=NC=CN=C1 (1-((1r,4r)-4-morpholinylcyclohexyl)-3-(pyrazin-2-yl)-1H-pyrazol-4-yl)-2-(1H-pyrazol-4-yl)oxazole-4-carboxamide